N-(3-(Methoxymethyl)-2,3-dihydro-[1,4]dioxino[2,3-b]pyridin-7-yl)-5,6-dihydrobenzo[f]imidazo[1,5-d][1,4]oxazepine-10-carboxamide COCC1COC=2C(=NC=C(C2)NC(=O)C=2C=CC3=C(C=4N(CCO3)C=NC4)C2)O1